N-(5-fluoro-6-(trifluoromethyl)pyridin-3-yl)-3-(piperazin-1-yl)pyrazin-2-amine FC=1C=C(C=NC1C(F)(F)F)NC1=NC=CN=C1N1CCNCC1